t-butyl (3-hydroxypropyl)carbamate OCCCNC(OC(C)(C)C)=O